C(C)OC(CNC(=O)C1CC(CCC1C(C)C)C)=O ethyl-(p-menthane-3-carboxamido)acetate